3-(((7-(2-amino-7-fluorobenzo[d]thiazol-4-yl)-4-(3,8-diazabicyclo[3.2.1]octan-3-yl)-8-fluoro-6-(trifluoromethyl)quinazolin-2-yl)oxy)methyl)bicyclo[1.1.1]pentane-1-carbonitrile NC=1SC2=C(N1)C(=CC=C2F)C2=C(C=C1C(=NC(=NC1=C2F)OCC21CC(C2)(C1)C#N)N1CC2CCC(C1)N2)C(F)(F)F